2-(4-isopropenyl-2-nitro-phenyl)-1,3-dioxolane C(=C)(C)C1=CC(=C(C=C1)C1OCCO1)[N+](=O)[O-]